dimethyl ((E)-2-((2R,3R,4R,5R)-3-((tert-butyldimethylsilyl)oxy)-4-(methylthio)tetrahydrofuran-2-yl)vinyl)phosphonate [Si](C)(C)(C(C)(C)C)O[C@@H]1[C@H](OC[C@H]1SC)/C=C/P(OC)(OC)=O